2-methyl-2-buten-1-ol CC(CO)=CC